3-(3-(1H-Pyrazolo[3,4-b]pyridin-5-yl)pyridin-2-yl)benzonitrile N1N=CC=2C1=NC=C(C2)C=2C(=NC=CC2)C=2C=C(C#N)C=CC2